C12(CC3CC(CC(C1)C3)C2)NC(COC2=CC3=CC(=CC=C3C=C2)B2OC(C(O2)(C)C)(C)C)=O N-((1S,3s)-adamantan-1-yl)-2-((7-(4,4,5,5-tetramethyl-1,3,2-dioxaborolan-2-yl)naphthalen-2-yl)oxy)acetamide